6-chloro-3-((1-(2-((4-chloro-3-(trifluoromethoxy)benzyl)thio)-3,6-dimethyl-4-oxo-3,4-dihydroquinazolin-8-yl)ethyl)amino)picolinic acid ClC1=CC=C(C(=N1)C(=O)O)NC(C)C=1C=C(C=C2C(N(C(=NC12)SCC1=CC(=C(C=C1)Cl)OC(F)(F)F)C)=O)C